rel-(1R,5R)-3-azabicyclo[3.2.1]octane-1-carboxamide hydrochloride Cl.[C@@]12(CNC[C@H](CC1)C2)C(=O)N |o1:1,5|